1-(3-((4-((2'-fluoro-4-methoxy-[1,1'-biphenyl]-3-yl)amino)-7-methoxy-quinazolin-6-yl)oxy)azetidin-1-yl)prop-2-en-1-one FC1=C(C=CC=C1)C1=CC(=C(C=C1)OC)NC1=NC=NC2=CC(=C(C=C12)OC1CN(C1)C(C=C)=O)OC